ClC1=CC=C2C(=CNC2=C1C(F)(F)F)S(=O)(=O)Cl 6-chloro-7-(trifluoromethyl)-1H-indole-3-sulfonyl chloride